N,N'-[5-[2-[5-(dimethylamino)-1-naphthylsulfonylamino]ethylcarbamoyl]-1,3-phenylene]bismaleimide CN(C1=C2C=CC=C(C2=CC=C1)S(=O)(=O)NCCNC(=O)C=1C=C(C=C(C1)N1C(C=CC1=O)=O)N1C(C=CC1=O)=O)C